[Si](C)(C)(C(C)(C)C)OCC1C(C(C(C(O1)OC[C@H](C(=O)OCC1=CC=CC=C1)NC(=O)OCC(Cl)(Cl)Cl)NC(=O)OCC(Cl)(Cl)Cl)O)O Benzyl (2R)-3-{[6-({[tert-butyl(dimethyl)silyl]oxy}methyl)-4,5-dihydroxy-3-{[(2,2,2-trichloroethoxy)carbonyl]amino}oxan-2-yl]oxy}-2-{[(2,2,2-trichloroethoxy) carbonyl]amino}propanoate